C(OCCCCCBr)([O-])=O (Z)-5-bromopentanyl carbonate